2,3,4,5-tetrahydropyrido[3,4-f][1,4]oxazepine-9-Carbonitrile dihydrochloride Cl.Cl.O1CCNCC2=C1C(=CN=C2)C#N